ONC(CCCN1CC(CC1)C(=O)N)=O 1-(4-(hydroxyamino)-4-oxobutyl)pyrrolidine-3-carboxamide